FC1=C(C=C(C=C1)NC(=O)C1=C(N(C(=C1C)C(C(=O)N[C@@H]1C[C@H](CC1)O)=O)CCF)C)C N-(4-fluoro-3-methylphenyl)-1-(2-fluoroethyl)-5-(2-(((1S,3S)-3-hydroxycyclopentyl)amino)-2-oxoacetyl)-2,4-dimethyl-1H-pyrrole-3-carboxamide